ClC=1C(=C(C=CC1)NC1=NC=CC2=C(C(=CC=C12)C)NC(=O)C=1C=C(C=C2C(NC=NC12)=O)OC)F N-(1-((3-chloro-2-fluorophenyl)amino)-6-methylisoquinolin-5-yl)-6-methoxy-4-oxo-3,4-dihydroquinazoline-8-carboxamide